C1(=CC=CC=C1)C[C@@H](C(=O)O)O L-3-phenyllactic acid